2-fluoro-N-phenylacetamide FCC(=O)NC1=CC=CC=C1